C(C)(C)(C)C=1C=C(C=C(C1O)C)CCC(=O)OCCOCCOCCOC(CCC1=CC(=C(C(=C1)C)O)C(C)(C)C)=O triethylene glycol-bis[3-(3-tert-butyl 5-methyl-4-hydroxyphenyl)propionate]